C(C)(C)(C)OC(=O)N1CCN(CC1)CC1=CC(=C(C=C1)C1=CC=C(C=C1)Cl)[C@@H](C1CCN(CC1)C1=CC=C(C(=O)O)C=C1)O (R)-4-(4-((4-((4-(tert-butoxycarbonyl)piperazin-1-yl)methyl)-4'-chloro-[1,1'-biphenyl]-2-yl)(hydroxy)methyl)piperidin-1-yl)benzoic acid